C(CCCCC)(=O)OC(C)C1CC(N(C(C1)(C)C)O)(C)C 1-oxyl-2,2,6,6-tetramethylpiperidin-4-yl-2-ethyl hexanoate